CCCCCCCC/C=C\CCCCCCCC(=O)O (Z)-9-octadecanoic acid